tert-butyl 1-cyano-7-azaspiro[3.5]nonane-7-carboxylate C(#N)C1CCC12CCN(CC2)C(=O)OC(C)(C)C